magnesium glucosamine sulfate salt S(=O)(=O)([O-])[O-].OC1[C@H](N)[C@@H](O)[C@H](O)[C@H](O1)CO.[Mg+2]